[Na+].C(C)(=O)O[C@H]1[C@H](OCCCCCCS(=O)(=O)[O-])OC[C@H]([C@@H]1OC(C)=O)OC(C)=O 6-Sulfohexyl 2,3,4-tri-O-acetyl-β-D-xylopyranoside, Sodium Salt